[N+](=O)([O-])C1=CC(=C(C=C1)N1CCN(CC1)C(=O)OC(C)(C)C)C(F)(F)F tert-butyl 4-(4-nitro-2-(trifluoromethyl)phenyl)piperazine-1-carboxylate